C1=CC=CC=2C3=CC=CC=C3C(C12)OC(=O)N1COC([C@@H]1CCC1=CC=CC=C1)=O (S)-5-oxo-4-phenethyl-oxazolidine-3-carboxylic acid (9H-fluoren-9-yl) ester